CSC(C(=O)N1C(CCCC1)C=1NC(=CN1)C1=CC=C(C=C1)C1=CC=CC=C1)C 2-(methylthio)-1-(2-(5-(4-phenylphenyl)-1H-imidazol-2-yl)piperidin-1-yl)propan-1-one